samarium samarium cobalt [Co].[Sm].[Sm]